3-[1-(propan-2-yl)-1H-imidazole-4-carbonyl]-3-azabicyclo[3.1.0]hexane-6-carboxamide CC(C)N1C=NC(=C1)C(=O)N1CC2C(C2C1)C(=O)N